O[C@@H]1CN(C[C@H]1CC(C)C)C(=O)OCC1=CC=CC=C1 |r| trans-rac-benzyl 3-hydroxy-4-isobutylpyrrolidine-1-carboxylate